FC(OC1=C(C(=O)NCC)C(=CC(=C1)N1C=NC2=C1C=CC(=C2)C=2C=NN(C2)C)OC)F 2-(difluoromethoxy)-N-ethyl-6-methoxy-4-[5-(1-methylpyrazol-4-yl)benzimidazol-1-yl]benzamide